C(C)(C)(C)N(C(O)=O)CCCOC1=C(C(=CC=C1)OC)Br.C(C)(C)(C)C1=CC=C(C=C1)NC(CN1C(CC2=CC(=CC=C12)Cl)=O)=O N-(4-tert-butylphenyl)-2-(5-chloro-2-oxo-2,3-dihydro-1H-indol-1-yl)acetamide tert-butyl-(3-(2-bromo-3-methoxyphenoxy)propyl)carbamate